CC1(OB(OC1(C)C)C1=CC=NC=C1)C 4-(4,4,5,5-tetramethyl-1,3,2-dioxaborolan-2-yl)pyridine